4-(4-((1R,5S)-3,8-diazabicyclo[3.2.1]oct-3-yl)-6,8-difluoro-2-((E)-3-hydroxy-3-methylbut-1-en-1-yl)quinazolin-7-yl)-5-ethyl-6-fluoronaphthalene-2-ol [C@H]12CN(C[C@H](CC1)N2)C2=NC(=NC1=C(C(=C(C=C21)F)C2=CC(=CC1=CC=C(C(=C21)CC)F)O)F)\C=C\C(C)(C)O